C(C)(C)(C)NC1CN(CC1)C1=C2C=CN=NC2=C(C=C1)C(=O)NC=1C=C(C=2N(C1)C=C(N2)C)F 5-[3-(tert-butylamino)pyrrolidin-1-yl]-N-[8-fluoro-2-methylimidazo[1,2-a]pyridin-6-yl]cinnoline-8-carboxamide